NN1C(C(=CC=C1)N1CCC(CC1)(F)F)=O 1-amino-3-(4,4-difluoropiperidin-1-yl)pyridin-2(1H)-one